3,5-bis(hydroxymethyl)-perhydro-1,3,5-oxadiazin-4-one OCN1COCN(C1=O)CO